CC(C=O)(C)C1=CC=C(C=C1)C(C)C alpha-methyl-4-(1-methylethyl)phenylpropionaldehyde